C(CCCC)(=O)[O-].[NH4+] ammonium pentanoate salt